[Ga].[Zn].[Cu] copper-zinc-gallium